FC=1C=C(C=CC1)CC (3-fluorophenyl)ethan